N1=CC=C(C=C1)C1=C2CC(NC2=CC=C1)=O 4-(pyridin-4-yl)indolin-2-one